5-((6-(Methoxycarbonyl)-3,3-dimethyl-2-oxoindol-1-yl)methyl)-1H-indole-1-carboxylic acid COC(=O)C1=CC=C2C(C(N(C2=C1)CC=1C=C2C=CN(C2=CC1)C(=O)O)=O)(C)C